[N+](=O)([O-])C=1C(N(C2=CC=CN=C2C1)CCC)=O 3-nitro-1-propyl-1,2-dihydro-1,5-naphthyridin-2-one